C(C)(C)(C)OC(N(C1CCN(CC1)C)C1=C2C=C(NC2=CC(=C1)F)I)=O.BrC1=CC=C(C=C1)SCC1CCN(CC1)C(CC)=O 1-(4-(((4-Bromophenyl)thio)methyl)piperidin-1-yl)propan-1-one tert-butyl-(6-fluoro-2-iodo-1H-indol-4-yl)(1-methylpiperidin-4-yl)carbamate